CO[Si](CCCC=1SSSC1)(OC)OC (3-trimethoxysilylpropyl)trithiol